2-(10,11-dihydro-5H-dibenzo[a,d][7]annulen-5-yl)-2,2-difluoro-1-phenylethane C1=CC=CC=2C(C3=C(CCC21)C=CC=C3)C(CC3=CC=CC=C3)(F)F